1-{1-[2-methyl-6-(2,2,2-trifluoro-ethoxy)-pyrimidin-4-yl]-ethyl}-3-(3-trifluoromethyl-bicyclo[1.1.1]pentan-1-yl)-urea CC1=NC(=CC(=N1)C(C)NC(=O)NC12CC(C1)(C2)C(F)(F)F)OCC(F)(F)F